C1C(=O)OO1 dioxetanone